3'-Fluoro-6'-(4-(3-fluorophenyl)-1H-imidazol-2-yl)-2',4-dimethyl-3,4'-bipyridine FC=1C(=NC(=CC1C=1C=NC=CC1C)C=1NC=C(N1)C1=CC(=CC=C1)F)C